CC1=CC=C2OC=3C=C(C=CC3C(C2=C1)=O)C(=O)N1CCN(CC1)CC1=NC2=C(N1C[C@H]1OCC1)C=C(C=C2)C(=O)O (S)-2-((4-(7-methyl-9-oxo-9H-xanthen-3-carbonyl)piperazin-1-yl)methyl)-1-(oxetan-2-ylmethyl)-1H-benzo[d]imidazole-6-carboxylic acid